4,4,5,5-tetramethyl-2-[(E)-2-tetrahydropyran-4-ylvinyl]-1,3,2-dioxaborolane CC1(OB(OC1(C)C)\C=C\C1CCOCC1)C